N-(2-cyano-2-methylpropyl)-4-(5-methyl-2-((1-methyl-1H-pyrazol-4-yl)amino)pyrimidin-4-yl)benzamide C(#N)C(CNC(C1=CC=C(C=C1)C1=NC(=NC=C1C)NC=1C=NN(C1)C)=O)(C)C